FC=1C=CC=C(C(=O)N)C1 5-fluorobenzamide